ClC1=CC=C(C=C1)C1=C(CCC(C1)(C)C)CN1C2CN(CC1CC2)CC=2C=C1C(N(C(C1=CC2)=O)N2C(NC(CC2)=O)=O)=O 5-((8-((4'-chloro-5,5-dimethyl-3,4,5,6-tetrahydro-[1,1'-biphenyl]-2-yl)methyl)-3,8-diazabicyclo[3.2.1]octane-3-yl)methyl)-2-(2,4-dioxotetrahydropyrimidin-1(2H)-yl)isoindoline-1,3-dione